C(C(C)C)(=O)NC=1NC(C=2N=CN([C@H]3[C@H](OC)[C@H](O[Si](C)(C)C(C)(C)C)[C@@H]([C@@H](O)C)O3)C2N1)=O N-Isobutyryl-5'-(S)-methyl-3'-O-[(1,1-dimethylethyl)dimethylsilyl]-2'-O-methyl-guanosine